BrCC1=C2C(=NC=3C=C4C(=CC13)OCO4)C4=CC1=C(C(N4C2)=O)COC([C@]1(O)CC)=O (S)-14-(bromomethyl)-7-ethyl-7-hydroxy-10,13-dihydro-11H-[1,3]dioxolo[4,5-g]pyrano[3',4':6,7]indolizino[1,2-b]quinoline-8,11(7H)-dione